4-(1H-imidazol-2-yl)phenol N1C(=NC=C1)C1=CC=C(C=C1)O